METHOXYLAMINE O(C)N